O=C1NC(CCC1N1C(C2=CC=C(C=C2C1)OCCOCCN(C([O-])=O)C1=CC2=C(N=C(S2)C2=CC=C(C=C2)C=2C=NC(=CC2)N(C)C)C=C1)=O)=O N-[2-[2-[[2-[2,6-bis(oxo)piperidin-3-yl]-1-oxo-3H-isoindol-5-yl]oxy]ethoxy]ethyl]-N-[2-[4-[6-(dimethylamino)pyridin-3-yl]phenyl]-1,3-benzothiazol-6-yl]carbamate